N1=CC=C(C=C1)CCC=1NC(=NN1)[C@H]1N[C@@H]2CC[C@H]1C2 (1R,3S,4S)-3-(5-(2-(pyridin-4-yl)ethyl)-4H-1,2,4-triazol-3-yl)-2-azabicyclo[2.2.1]heptane